3-tert-butyl-1,2-oxazole-5-carboxylic acid C(C)(C)(C)C1=NOC(=C1)C(=O)O